N-[6-[2-(3-chlorophenyl)-2-methyl-propionyl]-tert-Butyl 3-pyridyl]carbamate ClC=1C=C(C=CC1)C(C(=O)C1=CC=C(C(=N1)C(C)(C)C)NC([O-])=O)(C)C